bromo-1-methyl-piperidine BrC1N(CCCC1)C